3-chloro-5-[[ethyl[1-[1-(2-pyrimidinyl)-1H-1,2,4-triazol-5-yl]ethyl]amino]carbonyl]phenyl 1,1,1-trifluoromethanesulfonate FC(S(=O)(=O)OC1=CC(=CC(=C1)C(=O)N(C(C)C1=NC=NN1C1=NC=CC=N1)CC)Cl)(F)F